2-Chloro-5-({[(1-hydroxycyclopropyl)carbonyl]amino}methyl)-N-{1-[4-(trifluoromethyl)-phenyl]-1H-indazol-4-yl}benzamide ClC1=C(C(=O)NC2=C3C=NN(C3=CC=C2)C2=CC=C(C=C2)C(F)(F)F)C=C(C=C1)CNC(=O)C1(CC1)O